5,6-dihydroxyindole-quinone OC=1C=C2C(C(NC2=CC1O)=O)=O